(R)-2-((4-acetylmorpholin-2-yl)methyl)isoindoline-1,3-dione C(C)(=O)N1C[C@@H](OCC1)CN1C(C2=CC=CC=C2C1=O)=O